BrC=1C=CC(=C2COCC12)CN1C(=NC2(C1=O)CCCC2)CCCC 3-((7-Bromo-1,3-dihydroisobenzofuran-4-yl)methyl)-2-butyl-1,3-diazaspiro[4.4]non-1-en-4-one